2-methoxy-3-methyl-5-[rac-(2R,5S)-5-methyl-2-piperidyl]pyridine COC1=NC=C(C=C1C)[C@@H]1NC[C@H](CC1)C |r|